C1(CC1)N1CCC=2C=C(N=CC2C1=O)OC\C(\CNC(OC(C)(C)C)=O)=C/F (Z)-tert-butyl (2-(((7-cyclopropyl-8-oxo-5,6,7,8-tetrahydro-2,7-naphthyridine-3-yl)oxy)methyl)-3-fluoroallyl)carbamate